(E)-3-(5-morpholino-1H-indol-3-yl)-1-(pyridin-3-yl)prop-2-en-1-one O1CCN(CC1)C=1C=C2C(=CNC2=CC1)/C=C/C(=O)C=1C=NC=CC1